(2-(bis(ethylsulfanyl)methyl)pyrrolidin-1-yl)methanone tri(isopentyl)cyclohexane-1,3,5-tripropionate C(CC(C)C)OC(CCC1CC(CC(C1)CCC(=O)OCCC(C)C)CCC(=O)OCCC(C)C)=O.C(C)SC(C1N(CCC1)C=O)SCC